Cl.C1(=CC=CC=C1)NC(=O)C1=CNC=C1 N-phenyl-1H-pyrrole-3-carboxamide hydrochloride